(S)-2-chloro-4-((3-(1-(cyanomethyl)-3-(trifluoromethyl)-1H-pyrazol-4-yl)imidazo[1,2-a]pyrazin-8-yl)amino)-N-(2-((2-oxo-2-(pyrrolidin-3-ylamino)ethyl)amino)ethyl)benzamide formate C(=O)O.ClC1=C(C(=O)NCCNCC(N[C@@H]2CNCC2)=O)C=CC(=C1)NC=1C=2N(C=CN1)C(=CN2)C=2C(=NN(C2)CC#N)C(F)(F)F